1-(4-methoxythieno[2',3':5,6]benzo[1,2-d]isoxazol-7-yl)ethane-1-one COC1=CC2=C(C=3C=NOC31)C=C(S2)C(C)=O